N1N=CC2=CC=CC(=C12)S(=O)(=O)N 1H-indazole-7-sulfonamide